2-((2-methylpyrrolidin-1-yl)methyl)-1H-benzo[d]imidazol CC1N(CCC1)CC1=NC2=C(N1)C=CC=C2